(2R)-2-amino-3-sulfanyl-propionic acid N[C@H](C(=O)O)CS